ClCC=1C=NC=C(C1)C(F)(F)F 3-(chloromethyl)-5-(trifluoromethyl)pyridine